O1N=C(C=C1)C1=NN(C=C1)C (isoxazol-3-yl)-1-methyl-1H-pyrazol